C(C)(C)(C)S(=O)(=O)N1C(C(C2=CC=C(C=C12)NC(C1=C(C=C(C=C1)S(=O)(=O)CCO)N1CCC2(CC2)CC1)=O)C)C N-(1-(tert-butylsulfonyl)-2,3-dimethylindolin-6-yl)-4-((2-hydroxyethyl)sulfonyl)-2-(6-azaspiro[2.5]octan-6-yl)benzamide